CC(C)CCC[C@@H](C)[C@H]1CC[C@H]2[C@@H]3CC=C4C[C@H](CC[C@]4(C)[C@H]3CC[C@]12C)OC(CCCCCBr)=O (3β)-cholest-5-en-3-yl-6-bromohexanoate